7-(4-bromophenyl)-5-(methoxymethylene)hexahydroisobenzofuran-1(3H)-one BrC1=CC=C(C=C1)C1CC(CC2COC(C12)=O)=COC